NCCC(=O)C1=NC(=NC(=N1)C(CCN)=O)C(CCN)=O 2,4,6-tris(aminopropionyl)-1,3,5-triazine